1-((2R,3R,4S,5R)-3-(ethoxymethoxy)-4-hydroxy-5-methyltetrahydrofuran-2-yl)-5-fluoropyrimidine-2,4(1H,3H)-dione C(C)OCO[C@H]1[C@@H](O[C@@H]([C@@H]1O)C)N1C(NC(C(=C1)F)=O)=O